C1=NC=CC2=C(C=CC=C12)N1C(C(=CC2=CC=C(C=C12)F)C(=O)[O-])=O 1-(isoquinolin-5-yl)-7-fluoro-2-oxo-1,2-dihydroquinoline-3-carboxylate